methyl-5-[3-(1-methyl-1H-imidazol-2-yl)pyrrolidine-1-carbonyl]-N-(1-methylcyclopropyl)furo[2,3-d]pyrimidin-4-amine CC=1N=C(C2=C(N1)OC=C2C(=O)N2CC(CC2)C=2N(C=CN2)C)NC2(CC2)C